C(CCCCC)C(C(=O)OCCCCCC(CCCCCSCC(CCCCCC)OC(CCCCC(C)C)=O)=O)CCCCCCCC 11-((2-((6-Methylheptanoyl)oxy)octyl)thio)-6-oxoundecyl 2-hexyldecanoate